ClC1=CC=C(C=C1)C=1CC(C(N(N1)C=1C=NC=CC1)=O)C(=O)OC methyl 6-(4-chlorophenyl)-3-oxo-2-(pyridin-3-yl)-2,3,4,5-tetrahydropyridazine-4-carboxylate